3-(6-amino-1-(4-nitro-3-(trifluoromethyl)benzyl)-1H-pyrazolo[3,4-d]pyrimidin-4-yl)-2-fluorobenzonitrile NC1=NC(=C2C(=N1)N(N=C2)CC2=CC(=C(C=C2)[N+](=O)[O-])C(F)(F)F)C=2C(=C(C#N)C=CC2)F